FC(C1=CC=C(CCC2=NNC(=C2)C(=O)Cl)C=C1)(F)F 3-(4-(trifluoromethyl)phenethyl)-1H-pyrazole-5-carbonyl chloride